CON(C(=O)CNC(OC(C)(C)C)=O)C tert-butyl N-{[methoxy(methyl)carbamoyl]methyl}carbamate